4-(1-piperidinyl)-2-butenoic acid N1(CCCCC1)CC=CC(=O)O